benz[a]anthracen-7,12-dione C1=CC=CC=2C1=C1C(C3=CC=CC=C3C(C1=CC2)=O)=O